Cl.C(C)(C)NN Isopropylhydrazin hydrochlorid